CC=1SC=C(N1)C1=C(C(=O)O)C=CC=C1 2-(2-methylthiazol-4-yl)benzoic acid